C(C)(C)(C)P(C1=C(C(=CC=C1OC)OC)C1=C(C=C(C=C1C(C)C)C(C)C)C(C)C)C(C)(C)C di-tert-butyl({3,6-dimethoxy-2-[2,4,6-tris(propan-2-yl)phenyl]phenyl})phosphane